OCCC=1N=C(N(C1)C=1C=CC=2N(C1)C(=CN2)C#N)C2=NC(=CC=C2)C 6-(4-(2-hydroxyethyl)-2-(6-methylpyridin-2-yl)-1H-imidazol-1-yl)imidazo[1,2-a]Pyridine-3-carbonitrile